(S)-2-amino-6-pent-4-ynylaminohexanoic acid N[C@H](C(=O)O)CCCCNCCCC#C